(2R,3R,4S,5R,6R)-2-((3-(tert-Butyl)isoxazol-5-yl)methyl)-4-(4-(2,3-difluoro-4-methylphenyl)-1H-1,2,3-triazol-1-yl)-5-hydroxy-6-(hydroxymethyl)tetrahydro-2H-pyran-3-yl carbamat C(N)(O[C@H]1[C@H](O[C@@H]([C@@H]([C@@H]1N1N=NC(=C1)C1=C(C(=C(C=C1)C)F)F)O)CO)CC1=CC(=NO1)C(C)(C)C)=O